NC=1C=C(C(=O)OCCCCCCCCCCCCCC)C=C(C1)N tetradecyl 3,5-diaminobenzoate